N4-(5-amino-2-fluorophenyl)-5-(4-((2-(dimethylamino)ethyl)(methyl)amino)-3-fluorophenyl)-N2-(1-methyl-1H-pyrazol-4-yl)pyrimidine-2,4-diamine NC=1C=CC(=C(C1)NC1=NC(=NC=C1C1=CC(=C(C=C1)N(C)CCN(C)C)F)NC=1C=NN(C1)C)F